[1-(4-nitrophenyl)-4-(3-hydroxyphenyl)-1H-pyrrol-2-yl](3,4,5-trimethoxyphenyl)methanone [N+](=O)([O-])C1=CC=C(C=C1)N1C(=CC(=C1)C1=CC(=CC=C1)O)C(=O)C1=CC(=C(C(=C1)OC)OC)OC